3-{2-[1-(trifluoromethyl)cyclopropyl]ethoxyl-1H-pyrazol-1-yl}-19-oxa-2λ6-thia-3,9,11,24-tetraazatetracyclo[18.3.1.05,10.011,15]tetracosa-1(24),5(10),6,8,20,22-hexaene-2,2,4-trione FC(C1(CC1)CCOC1=NN(C=C1)N1S(C=2C=CC=C(OCCCC3CCCN3C=3N=CC=CC3C1=O)N2)(=O)=O)(F)F